N-{(2S)-6-(2,5-dioxo-2,5-dihydro-1H-pyrrol-1-yl)-1-[(2,5-dioxopyrrolidin-1-yl)oxy]-1-oxohex-2-yl}-2,5,8,11,14-pentaoxaheptadecane-17-amide O=C1N(C(C=C1)=O)CCCC[C@@H](C(=O)ON1C(CCC1=O)=O)NC(CCOCCOCCOCCOCCOC)=O